ClC1=CC(=C(C=C1)[C@](C(=O)C1=CNC2=CC(=C(C=C12)C)OC)(NC1=CC(=CC(=C1)OC)OCCO)[2H])OC |r| racemic-2-(4-chloro-2-methoxyphenyl)-2-deuterio-2-((3-(2-hydroxyethoxy)-5-methoxyphenyl)amino)-1-(6-methoxy-5-methyl-1H-indol-3-yl)ethanone